(13S,17S)-2-methoxy-13-methyl-7,8,9,11,12,13,14,15,16,17-decahydro-6H-cyclopenta[a]phenanthrene-3,17-diyl diacetate C(C)(=O)OC=1C(=CC=2C3CC[C@@]4([C@H](CCC4C3CCC2C1)OC(C)=O)C)OC